p-toluenesulphonylhydrazine CC1=CC=C(C=C1)S(=O)(=O)NN